C(=O)(O)C1=CC(=C(C(=O)NC2=CC=CC=N2)C=C1O)O 6-(4-carboxy-2,5-dihydroxybenzamido)pyridine